C(CCC)C=1C=CC2=C([Si](C3=C2C=CC=2C=CC=CC23)(C)C)C1 9-butyl-11,11-dimethyl-11H-benzo[b]naphtho[2,1-d]silole